2,6-dimethoxy-3'-methyl-4-pentyl-1,1'-biphenyl COC1=C(C(=CC(=C1)CCCCC)OC)C1=CC(=CC=C1)C